3',6'-dihydro-[3,4'-bipyridin] N1=CC(=CC=C1)C=1CC=NCC1